NC=1N=C(C2=C(N1)SC=C2)C=2N=NN(C2)CC2=CC=CC(=N2)C(C)(C)O 2-(6-((4-(2-aminothieno[2,3-d]pyrimidine-4-yl)-1H-1,2,3-triazol-1-yl)methyl)pyridin-2-yl)propan-2-ol